ClC1=C(C=CC(=C1)S(=O)(=O)C(C)C)N1CCC1 (2-chloro-4-isopropylsulfonyl-phenyl)azetidine